COC1=C(CN(C(C=CC2=CC=CC=C2)=O)CC2=C(N=NN2C)C2=CC=C(O[C@@H]3C[C@H](CCC3)C(=O)OC)C=C2)C=CC(=C1)OC |r| (+/-)-methyl (1S,3S)-3-(4-(5-((N-(2,4-dimethoxybenzyl)cinnamamido) methyl)-1-methyl-1H-1,2,3-triazol-4-yl)phenoxy)cyclohexane-1-carboxylate